Di-tert-butyl ((2S)-1-((tert-butyldiphenylsilyl)oxy)hexane-2,5-diyl)dicarbamate [Si](C1=CC=CC=C1)(C1=CC=CC=C1)(C(C)(C)C)OC[C@H](CCC(C)NC(OC(C)(C)C)=O)NC(OC(C)(C)C)=O